5-(2,6-dimethylphenoxy)pyridine CC1=C(OC=2C=CC=NC2)C(=CC=C1)C